ClCCOCCO 2-(2-chloro-ethoxy)ethan-1-ol